[In]=S.[Ag] silver-indium sulfide